(3S)-1-[3-[4-[3-(Methylsulfonylmethyl)azetidin-1-yl]phenyl]azetidine-1-carbonyl]pyrrolidine-3-carboxamide CS(=O)(=O)CC1CN(C1)C1=CC=C(C=C1)C1CN(C1)C(=O)N1C[C@H](CC1)C(=O)N